IC1=C(C(=C(C(C(=O)O)=C1)O)I)I tri-iodosalicylic acid